(R)-2-(3-methyl-2-oxo-1-(4-(trifluoromethoxy)benzyl)indol-3-yl)acetic acid C[C@@]1(C(N(C2=CC=CC=C12)CC1=CC=C(C=C1)OC(F)(F)F)=O)CC(=O)O